((1s,2r)-2-iodocyclohexyl)benzene 1-propa-2-enylylbutanoate C(C=C)=C(C(=O)O)CC.I[C@H]1[C@@H](CCCC1)C1=CC=CC=C1